6-[5-[3-methyl-1-(4-methyl-1,2,4-triazol-3-yl)cyclobutyl]-2-thienyl]-7-oxo-4-(trifluoromethyl)-1H-pyrrolo[2,3-c]pyridine-2-carbaldehyde CC1CC(C1)(C1=NN=CN1C)C1=CC=C(S1)N1C(C2=C(C(=C1)C(F)(F)F)C=C(N2)C=O)=O